FC(C1=CC(=NC=C1)C(C(=O)NC(NCC)=S)C1=C(C=CC=C1)F)F 2-(4-(difluoromethyl)pyridin-2-yl)-N-(ethylcarbamothioyl)-2-(2-fluorophenyl)acetamide